BrC1=CC=C(C=N1)N1C[C@H](CCC1)N(CC1=CC(=NC=C1)OC)CC1=CN2C3=C(C(=C(C=C3C1=O)F)F)OCC2C 6-((((S)-1-(6-bromopyridin-3-yl)piperidin-3-yl)((2-methoxypyridin-4-yl)methyl)amino)methyl)-9,10-difluoro-3-methyl-2H-[1,4]oxazino[2,3,4-ij]quinolin-7(3H)-one